2-((R)-2-benzylpyrrolidin-1-yl)-6-((R)-2-methylmorpholino)pyrimidin-4(3H)-one C(C1=CC=CC=C1)[C@@H]1N(CCC1)C1=NC(=CC(N1)=O)N1C[C@H](OCC1)C